Methyl 2-bromo-6-methylisonicotinate BrC=1C=C(C(=O)OC)C=C(N1)C